C1(CCCC1)NC1CCC(CC1)N1C(NC2=C1C=C(C(=C2)C=2C=C(C=1N(C2)N=CN1)OC)C)=O 1-((1S,4S)-4-(Cyclopentylamino)cyclohexyl)-5-(8-methoxy-[1,2,4]triazolo[1,5-a]pyridin-6-yl)-6-methyl-1,3-dihydro-2H-benzo[d]imidazol-2-on